ethyl 1-(6-(N-(5-chloro-6-(2,6-dimethylphenyl) pyridin-2-yl) sulfamoyl) pyridin-2-yl)-4-methylpiperidine-4-carboxylate ClC=1C=CC(=NC1C1=C(C=CC=C1C)C)NS(=O)(=O)C1=CC=CC(=N1)N1CCC(CC1)(C(=O)OCC)C